Fmoc-(2-(allyloxy)-2-oxoethyl)glycine C(=O)(OCC1C2=CC=CC=C2C2=CC=CC=C12)N(CC(=O)O)CC(=O)OCC=C